5-((5-(2-(((1R,2S)-2-aminocyclopentyl)oxy)-6-fluorophenyl)-1H-pyrazol-3-yl)amino)pyrazine-2-carbonitrile N[C@@H]1[C@@H](CCC1)OC1=C(C(=CC=C1)F)C1=CC(=NN1)NC=1N=CC(=NC1)C#N